C1(CCCC1)N1C(=CC2=C1N=C(N=C2)NC2=CC=C(C=C2)N2CCN(CC2)CCCCC2CCNCC2)C(=O)N(C)C 7-cyclopentyl-N,N-dimethyl-2-[4-[4-[4-(4-piperidinyl)butyl]-piperazin-1-yl]anilino]pyrrolo[2,3-d]pyrimidine-6-carboxamide